Cl.C1N(CC12CCNCC2)C(=O)C2CCN(CC2)C=2C=CC(=NC2)NC(=O)C2CCN(CC2)C2=CC(=C(C=C2)C#N)C(F)(F)F N-(5-(4-(2,7-diazaspiro[3.5]nonan-2-carbonyl)piperidin-1-yl)pyridin-2-yl)-1-(4-cyano-3-(trifluoromethyl)phenyl)piperidine-4-carboxamide hydrochloride